6-(5-(chloromethyl)-1-methyl-1H-1,2,3-triazol-4-yl)-2-methyl-3-nitropyridine ClCC1=C(N=NN1C)C1=CC=C(C(=N1)C)[N+](=O)[O-]